(4-((4-amino-2-butyl-1H-imidazo[4,5-c]quinolin-1-yl)methyl)phenyl)-6-(2,5-dioxo-2,5-dihydro-1H-pyrrol-1-yl)hexanamide NC1=NC=2C=CC=CC2C2=C1N=C(N2CC2=CC=C(C=C2)C(C(=O)N)CCCCN2C(C=CC2=O)=O)CCCC